N-(5-trifluoromethyl-4-((2-methoxyethyl)amino)pyridin-2-yl)-5-formyl-1-methyl-1H-pyrrolo[3,2-b]pyridine-3-carboxamide FC(C=1C(=CC(=NC1)NC(=O)C1=CN(C=2C1=NC(=CC2)C=O)C)NCCOC)(F)F